methyl (2S)-2-(tert-butoxycarbonylamino)-6,6,6-trifluoro-hexanoate C(C)(C)(C)OC(=O)N[C@H](C(=O)OC)CCCC(F)(F)F